1-(4-fluoro-2-methylphenyl)-7-methoxy-3-(6-methoxy-2-methylpyridin-3-yl)-2,3-dihydroquinazolin-4(1H)-one FC1=CC(=C(C=C1)N1CN(C(C2=CC=C(C=C12)OC)=O)C=1C(=NC(=CC1)OC)C)C